FC1=C(C=CC2=C1C1=C(SC(=C1)N1C[C@@H](CC1)F)C1=C(C2=O)C=CC=C1)F 4,5-difluoro-2-((R)-3-fluoropyrrolidin-1-yl)-8H-dibenzo[3,4:6,7]cyclohepta[1,2-b]thiophen-8-one